2-Hydroxy-3-methyl-4-oxo-2-(trifluoromethyl)hexanoic acid ethyl ester C(C)OC(C(C(C(CC)=O)C)(C(F)(F)F)O)=O